C(C(C)C)C=1N=C(C2=C(N1)SC(=C2)C)NCCCC2=CC=CC=C2 2-isobutyl-6-methyl-N-(3-phenylpropyl)thieno[2,3-d]pyrimidin-4-amine